2-(4-(5-methyl-1H-indol-3-yl)piperidin-1-yl)ethan-1-amine CC=1C=C2C(=CNC2=CC1)C1CCN(CC1)CCN